FC=1C=C(C(=NC1)OC)[C@@H]1N(CCC1)C1=NC=2N(C=C1)N=CC2C(=O)NCC(C)(C)O (R)-5-(2-(5-fluoro-2-methoxypyridin-3-yl)pyrrolidin-1-yl)-N-(2-hydroxy-2-methylpropyl)pyrazolo[1,5-a]pyrimidine-3-carboxamide